FC1=C(C(=CC=C1)OC)N1N=C2N=C(N=C(C2=C1)N1[C@H](CN(CC1)C(=O)OC(C)(C)C)C)SC Tert-butyl (S)-4-(2-(2-fluoro-6-methoxyphenyl)-6-(methylthio)-2H-pyrazolo[3,4-d]pyrimidin-4-yl)-3-methylpiperazine-1-carboxylate